5-{2-acetamidoimidazo[1,2-b]pyridazin-6-yl}-N-{[2-fluoro-5-(trifluoromethoxy)phenyl]methyl}-2-methoxy-4-methylbenzamide C(C)(=O)NC=1N=C2N(N=C(C=C2)C=2C(=CC(=C(C(=O)NCC3=C(C=CC(=C3)OC(F)(F)F)F)C2)OC)C)C1